3-[2-(1-cyclopropyl-4,6-difluoro-1,3-benzodiazol-5-yl)ethynyl]-1-[(3S,5R)-5-methyl-1-(prop-2-enoyl)pyrrolidin-3-yl]-5-(methylamino)pyrazole-4-carboxamide C1(CC1)N1C=NC2=C1C=C(C(=C2F)C#CC2=NN(C(=C2C(=O)N)NC)[C@@H]2CN([C@@H](C2)C)C(C=C)=O)F